C(C)(C)(C)OC(=O)N1C[C@@H](CC1)COC1=CC=C(C(=O)O)C=C1 (R)-4-((1-(tert-butyloxycarbonyl)pyrrolidin-3-yl)methoxy)benzoic acid